(R)-4-Methyl-N-(1-methylpiperidin-3-yl)-6-(4-(trifluoromethyl)-1H-indazol-7-yl)pyridazin-3-amine CC1=C(N=NC(=C1)C=1C=CC(=C2C=NNC12)C(F)(F)F)N[C@H]1CN(CCC1)C